FC1(CN(C2(C1O)CCCC2)C(CN2C(CCC2)=O)=O)F 1-(2-(3,3-difluoro-4-hydroxy-1-azaspiro[4.4]nonan-1-yl)-2-oxoethyl)pyrrolidin-2-one